N1=CC=CC2=CC=C(C=C12)C(=O)N1CCN(CC1)C1=NC2=CC=CC=C2C(N1)=O 2-[4-(Quinoline-7-carbonyl)piperazin-1-yl]-3H-quinazolin-4-one